7-chloro-1-(3-fluoro-4-(1-methyl-4-(trifluoromethyl)-1H-imidazol-2-yl)benzyl)-2-methyl-1,4-dihydropyrimido[5,4-e][1,2,4]triazin-3(2H)-one ClC=1N=CC=2NC(N(N(C2N1)CC1=CC(=C(C=C1)C=1N(C=C(N1)C(F)(F)F)C)F)C)=O